C1(CCC1)CNCC=1C=C(C2=C(N=C(O2)C2=NC(=CC(=C2)C2=C(C=C(C#N)C=C2)C2=NN=CN2C)C2CC2)C1)F 4-[2-(5-{[(cyclobutylmethyl)amino]methyl}-7-fluoro-1,3-benzoxazol-2-yl)-6-cyclopropylpyridin-4-yl]-3-(4-methyl-1,2,4-triazol-3-yl)benzonitrile